FC1[C@@H](CN(C[C@@H]1C)C1=NNC2=CC=CC=C12)C 3-[(3R,5S)-4-fluoro-3,5-dimethylpiperidin-1-yl]-1H-indazol